N-(5-(2-methoxystyryl)-8-(methylamino)-2,7-naphthyridin-3-yl)cyclopropanecarboxamide COC1=C(C=CC2=C3C=C(N=CC3=C(N=C2)NC)NC(=O)C2CC2)C=CC=C1